S(=O)(=O)(O)O.CN1CCNCC1 4-methylpiperazine sulfate